C1(=CC=CC=C1)C1CCPC1 4-phenylphospholane